O=C1N(C(CC1)=O)C(C(=O)O)CCCCNC(CCCCC1SC[C@@H]2NC(N[C@@H]21)=O)=O.OC(=O)CCCC[C@@H]2SC[C@@H]1NC(=O)N[C@H]21 biotin 2,5-dioxopyrrolidin-1-yl-6-(5-((3aS,6aR)-2-oxohexahydro-1H-thieno[3,4-d]imidazol-4-yl)pentanamido)-hexanoate